(6Z,16Z)-12-oxodocosa-6,16-dien-11-yl (Z)-undec-5-enoate C(CCC\C=C/CCCCC)(=O)OC(CCC\C=C/CCCCC)C(CCC\C=C/CCCCC)=O